BrC(CC)C1=CC=C(C=C1)S(=O)(=O)C 1-(1-bromopropyl)-4-(methylsulfonyl)benzene